(1R,2S)-2-amino-1-(4-fluorophenyl)-1-propanol N[C@H]([C@H](O)C1=CC=C(C=C1)F)C